2,2-bis(4'-hydroxyphenyl)n-nonane OC1=CC=C(C=C1)C(C)(CCCCCCC)C1=CC=C(C=C1)O